(9R,13S)-13-{4-[5-chloro-2-(4-methylphenyl)phenyl]-6-oxo-1,6-dihydropyrimidin-1-yl}-3,9-dimethyl-3,4,7,15-tetraazatricyclo[12.3.1.02,6]octadeca-1(18),2(6),4,14,16-pentaen-8-one ClC=1C=CC(=C(C1)C=1N=CN(C(C1)=O)[C@H]1CCC[C@H](C(NC=2C=NN(C2C=2C=CN=C1C2)C)=O)C)C2=CC=C(C=C2)C